CC1=CC=C(CNCC(=O)O)C=C1 4-methylbenzyl-Glycine